FC1=C(C=CC=C1)C1=NN2C(OCC(C2)OC)=C1C(=O)N[C@@H]1C(NC2=C(C(=N1)C1=CC=CC=C1)C=CC=C2F)=O 2-(2-Fluorophenyl)-6-methoxy-N-[(3S)-9-fluoro-2-oxo-5-phenyl-1,3-dihydro-1,4-benzodiazepin-3-yl]-6,7-dihydro-5H-pyrazolo[5,1-b][1,3]oxazine-3-carboxamide